(S)-1-(4-(3-((4-acetylmorpholin-2-yl)methyl)-7-methylimidazo[1,2-a]pyridin-2-yl)-3-methylphenyl)pyrrolidin-2-one C(C)(=O)N1C[C@@H](OCC1)CC1=C(N=C2N1C=CC(=C2)C)C2=C(C=C(C=C2)N2C(CCC2)=O)C